C(C)(C)(C)OC(=O)N1C=CC2=C(C(=CC(=C12)C)C)C[C@H]1[C@@H](CN(CC1)C)C1=CC=C(C=C1)C(=O)OC(C)(C)C 4-(((3R,4R)-3-(4-(tert-Butoxycarbonyl)phenyl)-1-methylpiperidin-4-yl)methyl)-5,7-dimethyl-1H-indole-1-carboxylic acid tert-butyl ester